P(=O)(OC1=C(C=C(C=C1)C(C)(C)C)C(C)(C)C)(OC1=C(C=C(C=C1)C(C)(C)C)C(C)(C)C)OC1=C(C=C(C=C1)C(C)(C)C)C(C)(C)C tri(2,4-di-tert-butylphenyl) phosphate